BrC1=CC(=CC(=C1)S(=O)(=O)C(F)(F)F)F 1-bromo-3-fluoro-5-(tri-fluoromethylsulfonyl)benzene